(R)-1'-(6-((2-Amino-3-chloropyridin-4-yl)thio)pyrido[2,3-b]pyrazin-2-yl)-3H-spiro[benzofuran-2,4'-piperidin]-3-amin NC1=NC=CC(=C1Cl)SC=1C=CC=2C(=NC=C(N2)N2CCC3(CC2)OC2=C([C@H]3N)C=CC=C2)N1